(S)-3-(tert-butoxycarbonylamino)-2-(2,6-dichloro-3-(2-(3-chlorophenyl)acetamido)benzamido)propanoic acid C(C)(C)(C)OC(=O)NC[C@@H](C(=O)O)NC(C1=C(C(=CC=C1Cl)NC(CC1=CC(=CC=C1)Cl)=O)Cl)=O